ClC1=C(C=C(C=N1)C1=CC=2N(C=C1)N=C(N2)NC(OC(C)(C)C)=O)C(NCC2=C(C=C(C=C2)F)OCC2CC2)=O tert-butyl (7-(6-chloro-5-((2-(cyclopropylmethoxy)-4-fluorobenzyl)carbamoyl)pyridin-3-yl)-[1,2,4]triazolo[1,5-a]pyridin-2-yl)carbamate